N1C=NC=C1C1CCN(CC1)C(CCCC=1SC(=NN1)NC1CC2=CC=CC=C2C1)=O 1-(4-(1H-imidazol-5-yl)piperidin-1-yl)-4-(5-((2,3-dihydro-1H-inden-2-yl)amino)-1,3,4-thiadiazol-2-yl)butan-1-one